thiolspiropyran (1R,2R)-2-((tert-butoxycarbonyl)amino)-4-(ethoxycarbonyl)cyclopentyl-4-nitrobenzoate C(C)(C)(C)OC(=O)N[C@H]1[C@@H](CC(C1)C(=O)OCC)OC(C1=CC=C(C=C1)[N+](=O)[O-])=O.O1C2(C=CC=C1)C=CC=C2